8-bromo-1-isopropyl-3-methyl-imidazo[4,5-c]quinolin BrC1=CC=2C3=C(C=NC2C=C1)N(CN3C(C)C)C